C(O)([O-])=O.[Ba+2].C(O)([O-])=O barium hydrogencarbonate